4-methoxy-5-(4,4,5,5-tetramethyl-1,3,2-dioxaborolan-2-yl)-1-[[2-(trimethylsilyl)ethoxy]methyl]indazole COC1=C2C=NN(C2=CC=C1B1OC(C(O1)(C)C)(C)C)COCC[Si](C)(C)C